O[C@H]1C[C@@H]([C@@H]2[C@H]1OC(O2)(C)C)C=2C=C(CNC(OC(C)(C)C)=O)C=CC2 Tert-butyl (3-((3aR,4R,6S,6aS)-6-hydroxy-2,2-dimethyltetrahydro-4H-cyclopenta[d][1,3]dioxol-4-yl)benzyl)carbamate